dioctylaluminum n-butoxide [O-]CCCC.C(CCCCCCC)[Al+]CCCCCCCC